4-(6-((tert-butoxycarbonyl)(methyl)amino)pyridin-3-yl)-2-((4-((2-(dimethylamino)ethyl)(methyl)amino)-2-methoxy-5-nitrophenyl)amino)pyrimidine-5-carboxylic acid isopropyl ester C(C)(C)OC(=O)C=1C(=NC(=NC1)NC1=C(C=C(C(=C1)[N+](=O)[O-])N(C)CCN(C)C)OC)C=1C=NC(=CC1)N(C)C(=O)OC(C)(C)C